(+)-3-((2-((2-(3-chlorophenyl)-1-hydroxypropan-2-yl)amino)-1H-benzo[d]imidazol-4-yl)methyl)-1-ethyl-1-methylurea ClC=1C=C(C=CC1)C(CO)(C)NC1=NC2=C(N1)C=CC=C2CNC(N(C)CC)=O